C1=CC=CC=2C3=CC=CC=C3C(C12)COC(=O)N[C@@H]([C@H](O[Si](C)(C)C(C)(C)C)C)C(=O)O N-(((9H-fluoren-9-yl)methoxy)carbonyl)-O-(tert-butyldimethylsilyl)-L-threonine